BrC1C2=C(N(S1(=O)=O)CC1=CC=C(C=C1)OC)C=CC=C2 bromo-1-[(4-methoxyphenyl)methyl]-1,3-dihydro-2λ6-benzo[c][1,2]thiazole-2,2-dione